(R)-N-((R)-1-(2-(ethylsulfanyl)-6-methyl-4-oxo-4H-chromen-8-yl)ethyl)-2-methylpropane-2-sulfonamide C(C)SC=1OC2=C(C=C(C=C2C(C1)=O)C)[C@@H](C)NS(=O)(=O)C(C)(C)C